Cl.COC1=C(C=CC=C1)NC1N(C(=NC(=N1)N)N1CCOCC1)C=1C=C(C=CC1)C N-(2-Methoxyphenyl)-6-morpholin-4-yl-N1-m-tolyl-[1,3,5]triazine-2,4-diamine hydrochloride